NC1=NC=C(C=C1C1=CC(=C(C=C1F)NC(=O)C1=CN(C(=C(C1=O)C1=CC=C(C=C1)F)C#N)C(C)C)F)C=1C=NN(C1)CC N-(4-(2-amino-5-(1-ethyl-1H-pyrazol-4-yl)pyridin-3-yl)-2,5-difluorophenyl)-6-cyano-5-(4-fluorophenyl)-1-isopropyl-4-oxo-1,4-dihydropyridine-3-carboxamide